N-(1-((1r,4r)-4-ethoxycyclohexyl)-3-(pyrimidin-4-yl)-1H-pyrazol-4-yl)-2-(1H-pyrazol-4-yl)oxazole-4-carboxamide C(C)OC1CCC(CC1)N1N=C(C(=C1)NC(=O)C=1N=C(OC1)C=1C=NNC1)C1=NC=NC=C1